(Z)-4-fluoro-N'-hydroxybenzimidamide FC1=CC=C(/C(/N)=N/O)C=C1